C(C)(C)(C)C1(CCCCC1)OOC1(CCCCC1)C(C)(C)C bis(t-butylcyclohexyl) peroxide